CN([C@@H](COC=1C=C(C=CC1)C1=CC[C@@H](CN1C(=O)OC(C)(C)C)C)C)C (S)-tert-butyl 6-(3-((R)-2-(dimethylamino)propoxy)phenyl)-3-methyl-3,4-dihydropyridine-1(2H)-carboxylate